2-(tetrahydro-2H-pyran-4-yl)pyrimidin-4-ol O1CCC(CC1)C1=NC=CC(=N1)O